6-(4-hydroxy-3,5-di-tertiary butylanilino)-2,4-bisoctylthio-1,3,5-triazine OC1=C(C=C(NC2=NC(=NC(=N2)SCCCCCCCC)SCCCCCCCC)C=C1C(C)(C)C)C(C)(C)C